CCNC(C)C1=CC=CC2=CC=CC=C12 methyl-{[1-(naphthalen-1-yl)ethyl]amino}methane